2-Cyanoethyl ((1R,2S,3R,5R)-5-((E)-2-(diethoxyphosphoryl)vinyl)-3-(2,4-dioxo-3,4-dihydropyrimidin-1(2H)-yl)-2-methoxycyclopentyl) diisopropylphosphoramidite C(C)(C)N(P(OCCC#N)O[C@H]1[C@H]([C@@H](C[C@@H]1\C=C\P(=O)(OCC)OCC)N1C(NC(C=C1)=O)=O)OC)C(C)C